[Ru](=O)(=O)=O ruthenium(VI) oxide